4-((1R,4S)-2-azabicyclo[2.2.1]heptan-2-yl)aniline [C@@H]12N(C[C@@H](CC1)C2)C2=CC=C(N)C=C2